C(C)OCC1(CCC(CC1)C1=C2N(N=C1CN(CCN)C)CC(C2)(F)F)COCC N1-((3-(4,4-bis(ethoxymethyl)cyclohexyl)-5,5-difluoro-5,6-dihydro-4H-pyrrolo[1,2-b]pyrazol-2-yl)-methyl)-N1-methylethane-1,2-diamine